ClC=1C(=NC(=NC1)NC1CCOCC1)C1=CC=C2CN(C(C2=C1)=O)[C@@H](C(=O)N[C@H](CO)C1=CC(=CC(=C1)OC([2H])([2H])[2H])F)C (2R)-2-(6-{5-chloro-2-[(oxan-4-yl)amino]pyrimidin-4-yl}-1-oxo-2,3-dihydro-1H-isoindol-2-yl)-N-[(1S)-1-[3-fluoro-5-trideuteromethoxyphenyl]-2-hydroxyethyl]propanamide